C(C)(C)C1=NC(=C2C=NC(=NN21)NC2C(COCC2)O)C(F)(F)F 4-{[7-isopropyl-5-(trifluoromethyl)imidazo[4,3-f][1,2,4]triazin-2-yl]amino}oxan-3-ol